C(C)(=O)N[C@H]1CNCC1 (R)-3-acetamidopyrrolidine